3-(heptyloxycarbonyl)pyridin C(CCCCCC)OC(=O)C=1C=NC=CC1